(±)-1-(3,6-dibromocarbazol-9-yl)-3-piperazin-1-yl-propan-2-ol BrC=1C=CC=2N(C3=CC=C(C=C3C2C1)Br)C[C@@H](CN1CCNCC1)O |r|